CC=1C(N(C(N(N1)C1=CC(=C(C(=C1)Cl)OC1=NNC(C(=C1)C(C)C)=O)Cl)=O)CO)=O Methyl-2-(3,5-dichloro-4-((5-isopropyl-6-oxo-1,6-dihydropyridazin-3-yl)oxy)phenyl)-(hydroxymethyl)-1,2,4-triazine-3,5(2H,4H)-dione